n-octyl-(trimethylsiloxy)silane C(CCCCCCC)[SiH2]O[Si](C)(C)C